C(CCC)C1N(S(C2=C(N(C1)C1=CC=CC=C1)C=C(C(=C2)OCC(C(=O)O)(C)C)SCC)(=O)=O)C 3-((3-Butyl-7-(ethylthio)-2-methyl-1,1-dioxido-5-phenyl-2,3,4,5-tetrahydro-1,2,5-benzothiadiazepin-8-yl)oxy)-2,2-dimethylpropanoic acid